CC1(COB(OC1)C1=C(N[C@H](C)C=2C=C(C=C3C(C(=C(OC23)N2CCC(CC2)(C)C)C)=O)C)C=C(C=C1)F)C 8-[(1R)-1-[2-(5,5-dimethyl-1,3,2-dioxaborinan-2-yl)-5-fluoro-anilino]ethyl]-2-(4,4-dimethyl-1-piperidyl)-3,6-dimethyl-chromen-4-one